C1(CC1)(C1CC1)O [1,1'-bi(cyclopropan)]-1-ol